ClC1=CC(=C2C(=N1)N(N=C2)[C@H]2[C@@H]([C@@]([C@H](O2)CO)(O)C(F)F)O)N2C[C@@H]1[C@H](C2)CCC1 (2R,3S,4R,5R)-5-(6-chloro-4-((3aR,6aS)-hexahydrocyclopenta[c]pyrrol-2(1H)-yl)-1H-pyrazolo[3,4-b]pyridin-1-yl)-3-(difluoromethyl)-2-(hydroxymethyl)tetrahydrofuran-3,4-diol